2-methoxybenzyl sulfate S(=O)(=O)(OCC1=C(C=CC=C1)OC)[O-]